CN(CCS(=O)(=O)[O-])C(CCCCCCC\C=C/CCCCCCCC)=O N-methyl-N-oleoyltaurate